C(C(=O)C)(=O)O pyruvic acid